C(C1=CC=CC=C1)N(C(O)=O)N1C2CCC(C1=O)C2.C2(=CC=CC=C2)C2=CC=C(C=C2)S(=O)(=O)NN 4-phenylbenzenesulfonyl-hydrazine Benzyl-(3-oxo-2-azabicyclo[2.2.1]heptan-2-yl)carbamate